FC(C1=CC2=C(SC(=C2)C(N[C@H](C(N2[C@@H](CCC2)C(=O)N2C[C@H](OCC2)C2=CC=CC=C2)=O)CC2=CC3=CC=CC=C3C=C2)=O)C=C1)(F)P(O)(O)=O (difluoro(2-(((S)-3-(naphthalen-2-yl)-1-oxo-1-((S)-2-((R)-2-phenylmorpholine-4-carbonyl)pyrrolidin-1-yl)propan-2-yl)carbamoyl)benzo[b]thiophen-5-yl)methyl)phosphonic acid